N-[4-[[3-[1-(3-methyl-2-nitro-imidazol-4-yl)ethoxy]-7-morpholino-1,6-naphthyridin-5-yl]oxy]cyclohexyl]-6-(trifluoromethyl)pyrazin-2-amine CN1C(=NC=C1C(C)OC=1C=NC2=CC(=NC(=C2C1)OC1CCC(CC1)NC1=NC(=CN=C1)C(F)(F)F)N1CCOCC1)[N+](=O)[O-]